C1(=C(C=C(C=C1)C)C)C1=NC(=NC(=N1)C1=C(C=C(C=C1)C)C)C=1C(C(C(=CC1)CCCCCCCC)=O)O 2,4-bis(2,4-xylyl)-6-(2-hydroxy-4-n-octyl-oxophenyl)-1,3,5-triazine